O(C1=CC=CC=C1)C1=CC=C(C=C1)C1=CC(=CC=2CNS(OC21)(=O)=O)C 8-(4-phenoxyphenyl)-6-methyl-3,4-dihydrobenzo[e][1,2,3]oxathiazine 2,2-dioxide